(R)-4-(3-(8-Amino-6-methylpyrido[3,4-d]pyrimidin-2-yl)phenyl)-2-(thiazol-2-yl)but-3-yn-2-ol NC1=NC(=CC2=C1N=C(N=C2)C=2C=C(C=CC2)C#C[C@@](C)(O)C=2SC=CN2)C